6-Chloro-N-[(1S)-2-[[(1S)-1-cyano-2-[(3S)-2-oxo-3-piperidyl]ethyl]amino]-1-(cyclopropylmethyl)-2-oxo-ethyl]-1H-indole ClC1=CC=C2C=CN(C2=C1)[C@H](C(=O)N[C@@H](C[C@H]1C(NCCC1)=O)C#N)CC1CC1